FC(C1=C(C#N)C=CC(=C1)N)(F)F 2-trifluoromethyl-4-amino-benzonitrile